FC1([C@@H](CN(C1)C1COC1)NC1=NN2C(C(=N1)OC)=C(C(=C2[2H])F)C=2C=CC1=C(N(N=N1)CCF)C2)F (R)-N-(4,4-difluoro-1-(oxetan-3-yl)pyrrolidin-3-yl)-6-fluoro-5-(1-(2-fluoroethyl)-1H-benzo[d][1,2,3]triazol-6-yl)-4-methoxypyrrolo[2,1-f][1,2,4]triazin-7-d-2-amine